tert-butyl (2-amino-4-(pyrazin-2-yl)phenyl)carbamate NC1=C(C=CC(=C1)C1=NC=CN=C1)NC(OC(C)(C)C)=O